ClC1=NC=C(C(=C1)NC1CCC(CC1)(O)C)I (1s,4s)-4-((2-Chloro-5-iodopyridin-4-yl)amino)-1-methylcyclohexan-1-ol